6-(2-morpholin-4-yl-2-oxoacetyl)-2-(3-cyclohexyl-2-acetoxyiminopropanoyl)fluorene N1(CCOCC1)C(C(=O)C=1C=C2C=3C=CC(=CC3CC2=CC1)C(C(CC1CCCCC1)=NOC(C)=O)=O)=O